E-ammonium fluoride [F-].[NH4+]